OCCN(S(=O)(=O)NC([O-])=O)C [2-hydroxyethyl(methyl)sulfamoyl]carbamate